(S)-6-(1-(8-amino-1-methylimidazo[1,5-a]pyrazin-3-yl)ethyl)-2-bromo-4-chloro-3-fluorophenol NC=1C=2N(C=CN1)C(=NC2C)[C@@H](C)C2=CC(=C(C(=C2O)Br)F)Cl